N1CCC(CC1)NC=1C2=C(N=CN1)C=CS2 N-(piperidin-4-yl)thieno[3,2-d]pyrimidin-4-amine